N-((1S)-1-cyclohexyl-2-((2-(4-isobutyl-2-oxoimidazolidin-1-yl)-2-(methylcarbamoyl)-2,3-dihydro-1H-inden-5-yl)amino)-2-oxoethyl)-1-methyl-1H-pyrazole-5-carboxamide C1(CCCCC1)[C@@H](C(=O)NC=1C=C2CC(CC2=CC1)(C(NC)=O)N1C(NC(C1)CC(C)C)=O)NC(=O)C1=CC=NN1C